BrC=1C(=C(SC1)C(=O)[O-])CNC1C(NC(CC1)=O)=O bromo-3-(((2,6-dioxo-3-piperidyl)amino)methyl)thiophene-2-carboxylate